3-methylpyrido[3,4-e]Benzimidazole-2-amine CN1C(=NC2=C1C=CC1=C2C=NC=C1)N